ClC1=C2C=3C(C4=C(C(C3NC2=CC(=C1)C#CCO)(C)C)C=C(C=C4)N4CCN(CC4)C4CC4)=O chloro-8-(4-cyclopropylpiperazin-1-yl)-3-(3-hydroxyprop-1-yn-1-yl)-6,6-dimethyl-5,6-dihydro-11H-benzo[b]carbazol-11-one